2,6-dimethyl-p-phenyleneoxide CC1=C2C(=CC(=C1)O2)C